3,3'-(((((1E,3Z,6E)-3-hydroxy-5-oxohepta-1,3,6-triene-1,7-diyl)bis(2-methoxy-4,1-phenylene))bis(oxy))bis(carbonyl))bis(1-methylpyridin-1-ium) iodide [I-].O/C(/C=C/C1=CC(=C(C=C1)OC(=O)C=1C=[N+](C=CC1)C)OC)=C\C(\C=C\C1=CC(=C(C=C1)OC(=O)C=1C=[N+](C=CC1)C)OC)=O.[I-]